C(C)N(CCCCN(CC)CC)CC N,N,N',N'-Tetraethylbutylendiamin